C1=NC=C(C2=CC=CC=C12)N1C(N(CC1C#N)C1CC(C1)C)=O 3-(isoquinolin-4-yl)-1-(3-methylcyclobutyl)-2-oxoimidazolidine-4-carbonitrile